(6-amino-2-ethylpyridin-3-yl)-1-methylquinolin-2(1H)-one NC1=CC=C(C(=N1)CC)C=1C(N(C2=CC=CC=C2C1)C)=O